[Fe].[Li] Lithium Iron